O=C1NC2=CC=C(C=C2NC1=O)C(=O)N1CCC2=CC(=CC=C12)S(=O)(=O)Cl 1-(2,3-dioxo-1,2,3,4-tetrahydroquinoxaline-6-carbonyl)indoline-5-sulfonyl chloride